FC1=C(OCC(=O)O)C=C(C(=C1)CC1=CC(=C(C=C1)O)C(C)C)C(F)(F)F 2-(2-fluoro-4-(4-hydroxy-3-isopropylbenzyl)-5-(trifluoromethyl)phenoxy)acetic acid